N=1N(N=C2C1C=CC=C2)C2=CC(=CC=C2O)C(CC(C)(C)C)(C)C 6-(2H-benzotriazol-2-yl)-4-(1,1,3,3-tetramethylbutyl)Phenol